6-chloro-2-(3,5-dimethoxyphenyl)pyrido[3,4-d]pyrimidine-4(3H)-one ClC1=CC2=C(N=C(NC2=O)C2=CC(=CC(=C2)OC)OC)C=N1